(S)-3-[4-(3-oxo-4-morpholinyl)phenyl]-5-aminomethyl-1,3-oxazolidin-2-one O=C1N(CCOC1)C1=CC=C(C=C1)N1C(O[C@H](C1)CN)=O